1-(pyrimidin-5-yl)methan-amine N1=CN=CC(=C1)CN